3-[5-(3-chloro-2-fluorophenoxy)-2-methylpyridin-4-yl]-5-(2-chloro-4-methylbenzyl)-5,6-dihydro-4H-1,2,4-oxadiazine ClC=1C(=C(OC=2C(=CC(=NC2)C)C2=NOCC(N2)CC2=C(C=C(C=C2)C)Cl)C=CC1)F